4-(1-(2-(1-(2-(2,6-dioxopiperidin-3-yl)-1,3-dioxoisoindolin-5-yl)piperidin-4-yl)ethyl)-1H-pyrazol-4-yl)-N-(2-(((S)-2-methylpyrrolidin-1-yl)methyl)-1H-benzo[d]imidazol-5-yl)benzamide O=C1NC(CCC1N1C(C2=CC=C(C=C2C1=O)N1CCC(CC1)CCN1N=CC(=C1)C1=CC=C(C(=O)NC2=CC3=C(NC(=N3)CN3[C@H](CCC3)C)C=C2)C=C1)=O)=O